(1,6-diazaspiro[3.5]non-1-yl)methanone N1(CCC12CNCCC2)C=O